N1(C=NC=2C1=C1C(=NC2)NC=C1)[C@H]1C[C@H](C1)CS(=O)(=O)NC 1-(Cis-3-(imidazo[4,5-d]pyrrolo[2,3-b]pyridin-1(6H)-yl)cyclobutyl)-N-methylmethanesulfonamide